OC1=CC=C(C=C1)/C=C/C(=O)C1=C(C=C(C=C1)OCCCCCCCCCCCCCC)O (E)-3-(4-Hydroxyphenyl)-1-(2-hydroxy-4-tetradecoxyphenyl)prop-2-en-1-one